4-ethyl-4'-butylbicyclohexane C(C)C1CCC(CC1)C1CCC(CC1)CCCC